C(C)OC(=O)C1=NN2C(N=C(C=C2C=2C=NNC2)Cl)=C1C(C)C 5-chloro-3-isopropyl-7-(1H-pyrazol-4-yl)pyrazolo[1,5-a]pyrimidine-2-carboxylic acid ethyl ester